CC1(C(C1)CNCC=1C=CC=2N(C1)C=C(N2)CNC(=O)C=2N=C1N(C(C2)=O)C=CC=C1)C.[S].[In].[Cu] copper-indium sulfur N-{[6-({[(2,2-dimethylcyclopropyl)methyl]amino}methyl)imidazo[1,2-a]pyridin-2-yl]methyl}-4-oxo-4H-pyrido[1,2-a]pyrimidine-2-carboxamide